6-(trifluoromethyl)indole-2-carboxamide FC(C1=CC=C2C=C(NC2=C1)C(=O)N)(F)F